2-(1-(3-chloropyridineformyl)pyrrolidin-3-yl)-5-(2-ethylphenoxy)benzamide ClC=1C(=NC=CC1)C(=O)N1CC(CC1)C1=C(C(=O)N)C=C(C=C1)OC1=C(C=CC=C1)CC